C(C)(C)(C)OC(=O)N1CCN(CC1)C=1C=C2N=C(C=NC2=CC1)C=1C=NN(C1)C1CC(C1)CO 4-(3-(1-(3-(hydroxymethyl)cyclobutyl)-1H-pyrazol-4-yl)quinoxalin-6-yl)piperazine-1-carboxylic acid tert-butyl ester